potassium para-nitrophenol sulfate S(=O)(=O)([O-])OC1=CC=C(C=C1)[N+](=O)[O-].[K+]